1-(5-((7-methoxy-2,3-dihydrobenzo[b][1,4]dioxin-5-yl)amino)-7-(methylamino)pyrazolo[1,5-a]pyrimidin-3-yl)-3-methylurea COC=1C=C(C2=C(OCCO2)C1)NC1=NC=2N(C(=C1)NC)N=CC2NC(=O)NC